OC=1C(=C(C(=NC1CCSC)CCC1=CC=C(C=C1)OC)C(=O)O)C(=O)O 5-hydroxy-2-(4-methoxyphenylethyl)-6-(2-(methylthio)ethyl)pyridine-3,4-dicarboxylic acid